3-{[3-(cyclobutylcarbamoyl)-8-{[(4-methoxyphenyl)methyl](methyl)amino}imidazo[1,2-b]pyridazin-6-yl]amino}-2-oxo-[1,2'-bipyridine]-5'-carboxylic acid C1(CCC1)NC(=O)C1=CN=C2N1N=C(C=C2N(C)CC2=CC=C(C=C2)OC)NC=2C(N(C=CC2)C2=NC=C(C=C2)C(=O)O)=O